C1[C@@]([C@H]([C@@H](O1)O[C@@H]2[C@H]([C@@H]([C@H](O[C@H]2OC3=CC(=C4C(=C3)OC(=CC4=O)C5=CC=C(C=C5)O)O)COC(=O)CC(=O)O)O)O)O)(CO)O The molecule is a glycosyloxyflavone that is the 6''-malanoate ester of apiin. It has a role as a plant metabolite. It is a glycosyloxyflavone, a dihydroxyflavone, a malonate ester and a disaccharide derivative. It derives from an apiin.